CN1N=CC(=C1)C1=CC=C(C=C1)C(C)OC1=CC=NC=N1 6-{1-[4-(1-methyl-1H-pyrazol-4-yl)-phenyl]-ethoxy}-pyrimidin